(S)-2-amino-4-((2-((3-methoxybenzyl)oxy)benzyl)(2-(3-methoxyphenoxy)benzyl)amino)butanoic acid N[C@H](C(=O)O)CCN(CC1=C(C=CC=C1)OC1=CC(=CC=C1)OC)CC1=C(C=CC=C1)OCC1=CC(=CC=C1)OC